NC1=C(SC2=NC(=CN=C21)C)C(=O)NC2CC=1C=CC(=NC1CC2)N2CC(C(C2)C(F)F)N 7-amino-N-{2-[3-amino-4-(difluoromethyl)pyrrolidin-1-yl]-5,6,7,8-tetrahydroquinolin-6-yl}-3-methylthieno[2,3-b]pyrazine-6-carboxamide